(3S)-oxolane O1CCCC1